ClC=1C=CC2=C(C=C(O2)C(=O)NN2CCC(CC2)C=2OC(=NN2)[C@@H]2C[C@@H](C2)C(F)(F)F)C1 5-chloro-N-(4-(5-(cis-3-(trifluoromethyl)cyclobutyl)-1,3,4-oxadiazol-2-yl)piperidin-1-yl)benzofuran-2-carboxamide